1,4,6-trichloronaphthalene ClC1=CC=C(C2=CC(=CC=C12)Cl)Cl